CON O-Methylhydroxyl-amine